sodium rel-(3R,5S,E)-7-(3-(4-chlorophenyl)-1-isopropyl-1H-indol-2-yl)-3,5-dihydroxyhept-6-enoate ClC1=CC=C(C=C1)C1=C(N(C2=CC=CC=C12)C(C)C)/C=C/[C@H](C[C@H](CC(=O)[O-])O)O.[Na+] |o1:21,23|